N1(CCN(CCNCCC1)CC=1C(=C(C(=O)NC(CO)CO)C=C(C1)C)O)CC=1C(=C(C(=O)NC(CO)CO)C=C(C1)C)O 3'-[1,4,7-triazacyclodecane-1,4-diylbis(methylene)]bis[N-(1,3-dihydroxypropan-2-yl)-2-hydroxy-5-methylbenzamide]